ClC1=NC=CC(=N1)C1=CC=C2C=NN(C2=C1)C(C)C 6-(2-chloropyrimidin-4-yl)-1-isopropyl-1H-indazole